N-(3,5-difluoro-4-(4-(4-methyl-piperazin-1-yl)piperidin-1-yl)phenyl)-4-(5-phenyl-4,5-dihydro-1H-pyrazol-1-yl)thieno[3,2-d]pyrimidin-2-amine FC=1C=C(C=C(C1N1CCC(CC1)N1CCN(CC1)C)F)NC=1N=C(C2=C(N1)C=CS2)N2N=CCC2C2=CC=CC=C2